FC(=C)SSCC ethyl (1-fluorovinyl) disulfide